COCCNCCN N1-(2-methoxyethyl)ethane-1,2-diamine